CC(=O)N(C)CCC#N N-(2-cyanoethyl)-N-methylacetamide